BrC1=NNC(=N1)C#N 3-bromo-1H-1,2,4-triazole-5-carbonitrile